COC1=C(C=CC(=N1)C=1CN(CC1)C(=O)OC(C)(C)C)C=C tert-butyl 3-(6-methoxy-5-vinylpyridin-2-yl)-2,5-dihydro-1H-pyrrole-1-carboxylate